C(C1=CC=CC=C1)OC1=CC=CC=2C3NC(N(C(OC21)(C3)C)C3=CC(=CC=C3)C(=O)N3CCC2=CC=CC=C32)=O 10-(Benzyloxy)-3-(3-(indolin-1-carbonyl)phenyl)-2-methyl-5,6-dihydro-2H-2,6-methanobenzo[g][1,3,5]oxadiazocin-4(3H)-on